5-(4-fluorophenyl)penta-2,4-dienoic acid methyl ester COC(C=CC=CC1=CC=C(C=C1)F)=O